Cl.FC=1C(=C2C=CC(=CC2=CC1)O)C#C[Si](C(C)C)(C(C)C)C(C)C 6-fluoro-5-((triisopropylsilyl)ethynyl)naphthalene-2-ol hydrochloride